C(C)SCC(=O)C1=CC(=NN1[C@H](C)C1=CC=CC=C1)F (R)-2-(ethylthio)-1-(3-fluoro-1-(1-phenylethyl)-1H-pyrazol-5-yl)ethan-1-one